tert-butyl (2-((3-(9-(2,6-dioxopiperidin-3-yl)-9H-pyrido[2,3-b]indol-6-yl)prop-2-yn-1-yl)oxy)ethyl)carbamate O=C1NC(CCC1N1C2=C(C3=CC(=CC=C13)C#CCOCCNC(OC(C)(C)C)=O)C=CC=N2)=O